4''-((S)-1-ethoxy-1-oxopropan-2-yl) 4-((S)-1,1,1-trifluorooctan-2-yl) 3-fluoro-[1,1':4',1''-terphenyl]-4,4''-dicarboxylate FC=1C=C(C=CC1C(=O)O[C@H](C(F)(F)F)CCCCCC)C1=CC=C(C=C1)C1=CC=C(C=C1)C(=O)O[C@H](C(=O)OCC)C